COC1=CC=C(C=C1)COC1=NN(C2=CC=CC(=C12)NS(=O)(=O)C=1C=NC(=CC1)N1N=CC(=C1)C(F)(F)F)C N-{3-[(4-methoxyphenyl)methoxy]-1-methylindazol-4-yl}-6-[4-(trifluoromethyl)pyrazol-1-yl]pyridine-3-sulfonamide